FC1=C(N=CC2=C1N=C(N=C2N2C[C@H]1CC[C@@H](C2)N1C(=O)OC(C)(C)C)OCC12CCCN2CCC1)C1=CC(=CC2=CC=CC=C12)O tert-butyl (1R,5S)-3-(8-fluoro-7-(3-hydroxynaphthalen-1-yl)-2-((tetrahydro-1H-pyrrolizin-7a(5H)-yl)methoxy)pyrido[4,3-d]pyrimidin-4-yl)-3,8-diazabicyclo[3.2.1]octan-8-carboxylate